CC1(COB(OC1)C1=C(C(=O)[O-])C=CC=C1)C 2-(5,5-dimethyl-1,3,2-dioxaborinan-2-yl)benzoate